Cl.Cl.ClC=1C(=NC2=CC=C(C=C2C1)C=1C=C(C=CC1)CCN)N1CCNCC1 2-[3-(3-chloro-2-piperazin-1-yl-6-quinolinyl)phenyl]ethanamine dihydrochloride